BrC1=CC=2C(N=C1OC(C)C)=NN(C2)C21COC(C2)(C1)C 5-bromo-6-isopropoxy-2-(1-methyl-2-oxabicyclo[2.1.1]hexan-4-yl)-2H-pyrazolo[3,4-b]pyridine